C(CCCCCCC)NCCCCCC(=O)OCC(CCCCCCCC)CCCCCC 2-hexyldecyl 6-(octylamino)hexanoate